3-(tert-butyl)-9-(2-carboxycyclohexyl)carbonyloxyanthracene C(C)(C)(C)C=1C=CC2=C(C3=CC=CC=C3C=C2C1)OC(=O)C1C(CCCC1)C(=O)O